NC=1C=CC(=NC1)N1N=C(C(=C1)C1=CN=C(N1C)C(=O)NC1=CC(=C(C=C1)C(NCC1(CC1)NC([C@H]1NC[C@@H](C1)O)=O)=O)Cl)C(F)(F)F 5-[1-(5-amino-2-pyridyl)-3-(trifluoromethyl)pyrazol-4-yl]-N-[3-chloro-4-[[1-[[(2S,4R)-4-hydroxyprolyl]amino]cyclopropyl]methylcarbamoyl]phenyl]-1-methyl-imidazole-2-carboxamide